FC=1C(=NN(C1CN1CCOCC1)C(CO)(C)C)S(=O)(=O)N(CC1=CC=C(C=C1)OC)CC1=CC=C(C=C1)OC 4-fluoro-1-(1-hydroxy-2-methylpropan-2-yl)-N,N-bis(4-methoxy-benzyl)-5-(morpholinomethyl)-1H-pyrazole-3-sulfonamide